ClC1=NC=C(C(=C1C)C(=O)NCC(F)(F)C1=CC(=C(C=C1)C)C)OC1=C(C(=CC=C1)C)F 2-chloro-N-[2-(3,4-dimethylphenyl)-2,2-difluoroethyl]-5-(2-fluoro-3-methylphenoxy)-3-methylpyridine-4-carboxamide